C(C)(C)(C)OC(NCC(C)C)=O (isobutyl)carbamic acid tert-butyl ester